BrC=1C(=NC(=NC1)NC1=C(C=C(C(=C1)[N+](=O)[O-])F)OC)C=1C=C(C2=C(N(C(=N2)C)C(C)C)C1)F 5-bromo-4-(4-fluoro-1-isopropyl-2-methyl-1H-benzo[d]imidazol-6-yl)-N-(4-fluoro-2-methoxy-5-nitrophenyl)pyrimidin-2-amine